N-((5-chloro-6-(3-methyl-1H-pyrazol-1-yl)-1H-indol-2-yl)methyl)acetamide ClC=1C=C2C=C(NC2=CC1N1N=C(C=C1)C)CNC(C)=O